CN(C(C)C)C(C)C N-methyl-diisopropylamine